FC=1C=C(C=CC1OC)C1=CN=C2N1C=CN=C2NC2=CC(=C(C=C2)C(=O)N2CCN(CC2)C(=O)C2NCCC2)C [4-[[3-(3-fluoro-4-methoxy-phenyl)imidazo[1,2-a]pyrazin-8-yl]amino]-2-methyl-phenyl]-[4-(pyrrolidine-2-carbonyl)piperazin-1-yl]methanone